NP1(=NP(=NP(=N1)(N)N)(N)N)N hexaaminocyclotriphosphazene